6-fluoro-2-methyl-7-(3-(2-(piperidin-4-yl)thiazol-4-yl)-4,5-dihydro-isoxazol-5-yl)-3H-2λ4-benzo[c]isothiazol-2-oxide FC=1C=CC2=C(N=S(C2)(C)=O)C1C1CC(=NO1)C=1N=C(SC1)C1CCNCC1